ClC1=CC=C(C=C1)NC(NC(NCCCCCCNC(NC(N)=N)=N)=N)=NC1=CC=C(C=C1)Cl N,N''-bis(4-chlorophenyl)-3,12-diimino-2,4,11,13-Tetraazatetradecanediimidamide